6-amino-N-(6-(o-tolyl)-5-(trifluoromethyl)pyridin-2-yl)pyridine-2-sulfonamide NC1=CC=CC(=N1)S(=O)(=O)NC1=NC(=C(C=C1)C(F)(F)F)C1=C(C=CC=C1)C